(1S,2S)-2-fluoro-N-(6'-methoxy-1H,1'H-[3,5'-bipyrrolo[2,3-b]pyridin]-6-yl)cyclopropane-1-carboxamide F[C@@H]1[C@@H](C1)C(=O)NC1=CC=C2C(=N1)NC=C2C=2C=C1C(=NC2OC)NC=C1